C(C)(=O)O[C@@H]1[C@H](O[C@H]([C@@H]1OC(C)=O)OC(C)=O)COC(\C=C\C(=O)OC[C@H]1O[C@H]([C@@H]([C@@H]1OC(C)=O)OC(C)=O)OC(C)=O)=O bis[[(2R,3R,4R,5S)-3,4,5-triacetoxytetrahydrofuran-2-yl]methyl](E)-but-2-enedioate